C1(=CC=CC=C1)N[C@@H](CC1=CNC=N1)C(=O)O Mono-Phenyl-Histidine